5-acetyl-2-methyl-3-((6-(methylsulfonyl)pyridin-3-yl)methyl)-1H-pyrrolo[3,2-b]Pyridine-1-carboxylic acid tert-butyl ester C(C)(C)(C)OC(=O)N1C(=C(C2=NC(=CC=C21)C(C)=O)CC=2C=NC(=CC2)S(=O)(=O)C)C